COC1=CC=C(CNC(NC2CC3(CC(C3)C(=O)NCC=3C=NC=CC3)C2)=O)C=C1 6-(3-(4-methoxybenzyl)ureido)-N-(pyridin-3-ylmethyl)spiro[3.3]heptane-2-carboxamide